Hydroxyethyl-sodium OCC[Na]